tert-butyl 6'-(2-((tert-butoxycarbonyl)(methyl)amino)ethoxy)-2-ethoxy-3'',6''-dihydro-[3,2':5',4''-terpyridine]-1''(2''H)-carboxylate C(C)(C)(C)OC(=O)N(CCOC1=C(C=CC(=N1)C=1C(=NC=CC1)OCC)C=1CCN(CC1)C(=O)OC(C)(C)C)C